N1CCC(CC1)C(C)C1=NC(=NC=C1)C#N 4-(1-(Piperidin-4-yl)ethyl)pyrimidine-2-carbonitrile